FC1=C(C(=C(C(=C1[B-](C1=C(C(=C(C(=C1F)F)F)F)F)(C1=C(C(=C(C(=C1F)F)F)F)F)C1=C(C(=C(C(=C1F)F)F)F)F)F)F)F)F.[Li+] Lithium [tetrakis-(pentafluorophenyl)borate]